NC1=NC=C(C=N1)C1=C(C(=C(C(=O)O)C=C1)F)F 4-(2-aminopyrimidin-5-yl)-2,3-difluorobenzoic Acid